4,4'-[thiobis(methylene)]Diphenol S(CC1=CC=C(C=C1)O)CC1=CC=C(C=C1)O